α-L-rhamnopyranosyl-β-hydroxydecanoyl-β-hydroxydodecanoate [C@@H]1([C@H](O)[C@H](O)[C@@H](O)[C@@H](O1)C)C(C(=O)[O-])(C(CCCCCCCCC)O)C(C(CCCCCCCC)O)=O